NC1=C2C=CC=C(C2=CC=C1)S(=O)(=O)[O-].[Na+] sodium 5-amino-1-naphthalenesulfonate